N-((1r,4R)-4-hydroxycyclohexyl)nicotinamide OC1CCC(CC1)NC(C1=CN=CC=C1)=O